N1-(2-(dimethylamino)ethyl)-N1-methyl-2-nitro-5-(2,2,2-trifluoroethoxy)benzene-1,4-diamine CN(CCN(C1=C(C=C(C(=C1)OCC(F)(F)F)N)[N+](=O)[O-])C)C